C1(CCC1)CNC(=O)C1=C(C=C(C=C1)C1=C(NC(=C1C1=C(C=C(C=C1)NC(C(=C)F)=O)C)C)C(=O)N)OC 3-(4-((Cyclobutylmethyl)carbamoyl)-3-methoxyphenyl)-4-(4-(2-fluoroacrylamido)-2-methylphenyl)-5-methyl-1H-pyrrole-2-carboxamide